O=C1NC(CCC1N1C(C2=CC=C(C=C2C1=O)NCCOCCN(C1=NC(=NC(=C1)C)NC1=CC=C(C=C1)NC(CC1=CC=CC=C1)=O)C)=O)=O N-(4-((4-((2-(2-((2-(2,6-dioxopiperidin-3-yl)-1,3-dioxoisoindolin-5-yl)amino)ethoxy)ethyl)(methyl)amino)-6-methylpyrimidin-2-yl)amino)phenyl)-2-phenylacetamide